CN1N=CC(=C1C(=O)OC(C)(C)C)OC1=NC=CC(=C1)C(F)(F)F tert-butyl 1-methyl-4-((4-(trifluoromethyl)pyridin-2-yl)oxy)-1H-pyrazole-5-carboxylate